(4-((2-(difluoromethyl)pyridin-4-yl)oxy)-3-fluorobenzyloxy)-7,8-dihydro-1H,6H,9H-7,8a-methanopyrrolo[1',2':3,4]imidazo[1,2-c]pyrimidin-1-one FC(C1=NC=CC(=C1)OC1=C(C=C(COC=2C=C3N(C(N2)=O)CC24N3CC(C2)C4)C=C1)F)F